10-methyl-12-(prop-2-yl)-12-azatricyclo[6.3.1.02,7]Dodeca-2,4,6-triene hydrochloride Cl.CC1CC2C3=CC=CC=C3C(C1)N2C(C)C